2-(difluoromethyl)-5-(6-((4-(furan-2-yl)-1H-1,2,3-triazol-1-yl)methyl)pyridin-3-yl)-1,3,4-oxadiazole FC(C=1OC(=NN1)C=1C=NC(=CC1)CN1N=NC(=C1)C=1OC=CC1)F